ethyl-5-(3-bromopyrazolo[1,5-a]pyridin-5-yl)furan-3-carboxylate C(C)OC(=O)C1=COC(=C1)C1=CC=2N(C=C1)N=CC2Br